6-(tert-butoxy)-N-(4-cyano-2-fluorophenyl)-1-tosyl-4,5,6,7-tetrahydro-1H-indole-3-sulfonamide C(C)(C)(C)OC1CCC=2C(=CN(C2C1)S(=O)(=O)C1=CC=C(C)C=C1)S(=O)(=O)NC1=C(C=C(C=C1)C#N)F